tert-Butyl (R)-(3-methoxy-1-(methoxy(methyl)amino)-1-oxopropan-2-yl)carbamate COC[C@H](C(=O)N(C)OC)NC(OC(C)(C)C)=O